1-(4-(6-chloroimidazo[1,2-b]pyridazin-3-yl)pyridin-2-yl)-1,4-diazacycloheptan-5-one ClC=1C=CC=2N(N1)C(=CN2)C2=CC(=NC=C2)N2CCNC(CC2)=O